BrC1=C(C=C(C(=O)N2CC=3N(CC2)C(N(C3C(=O)NCC3=C(C=CC=C3)C3=NC=CC=C3)C3=CC=C(C=C3)OC3CC3)=O)C=C1)Cl 7-(4-bromo-3-chloro-benzoyl)-2-[4-(cyclopropoxy)phenyl]-3-oxo-N-[[2-(2-pyridyl)phenyl]methyl]-6,8-dihydro-5H-imidazo[1,5-a]pyrazine-1-carboxamide